N[C@H](CC(=O)O)CC1=CC=C(C=C1)C#N (S)-3-amino-4-(4-cyanophenyl)-butyric acid